(R)-(5-(2-fluoropropan-2-yl)-1,3,4-oxadiazol-2-yl)(4-(4-(trifluoromethyl)pyrazolo[1,5-a]pyridin-2-yl)-6,7-dihydro-1H-imidazo[4,5-c]pyridin-5(4H)-yl)methanone FC(C)(C)C1=NN=C(O1)C(=O)N1[C@H](C2=C(CC1)NC=N2)C2=NN1C(C(=CC=C1)C(F)(F)F)=C2